N1(CCNCC1)C1=CC=C(C=C1)C=1C=NC=2N(C1)N=CC2C2=CC(NC1=CC=CC=C21)=O 4-[6-(4-piperazin-1-ylphenyl)pyrazolo[1,5-a]pyrimidin-3-yl]quinolone